C(N)(OC1=NC2=C(N1C(C)C)C=C(C(=C2)F)F)=O (isopropyl 5,6-difluoro-1H-benzo[d]imidazol-2-yl) carbamate